6-cyclopentyl-1-isopropyl-N-(1-(3,4,5-trimethoxyphenyl)-1H-imidazol-4-yl)-1H-pyrazolo[3,4-d]pyrimidin-4-amine C1(CCCC1)C1=NC(=C2C(=N1)N(N=C2)C(C)C)NC=2N=CN(C2)C2=CC(=C(C(=C2)OC)OC)OC